C(C)(C)(C)OC(=O)N(C1COCC2=NC(=CC=C21)C(=O)OC)C methyl 5-[tert-butoxycarbonyl (methyl) amino]-6,8-dihydro-5H-pyrano[3,4-b]pyridine-2-carboxylate